CN1C=NC2=C1C=NC=C2C2=CN=C(C(=N2)C(=O)[O-])NC=2C=NN(C2)C2CCOCC2 6-(3-methylimidazo[4,5-c]pyridin-7-yl)-3-[(1-tetrahydropyran-4-ylpyrazol-4-yl)amino]pyrazine-2-carboxylate